(Cis)-11-amino-3-cyclopropyl-7-isopropyl-5-methyl-4,5,6,7-tetrahydroisoxazolo[4'',3'':6',7']cyclohepta[1',2':4,5]pyrrolo[2,3-d]pyrimidin-4-ol NC=1C2=C(N=CN1)N(C1=C2C=2C([C@H]([C@H](C1)C)O)=C(ON2)C2CC2)C(C)C